(S)-7-bromo-N4-(1-methoxyprop-2-yl)quinazoline-2,4-diamine BrC1=CC=C2C(=NC(=NC2=C1)N)N[C@H](COC)C